tert-butyl (1-amino-3-((tert-butyldiphenylsilyl)oxy)-1-oxopropan-2-yl)carbamate NC(C(CO[Si](C1=CC=CC=C1)(C1=CC=CC=C1)C(C)(C)C)NC(OC(C)(C)C)=O)=O